tert-butyl (cis)-2-(4-bromo-3-fluorophenyl)-4-methoxypyrrolidine-1-carboxylate BrC1=C(C=C(C=C1)[C@@H]1N(C[C@@H](C1)OC)C(=O)OC(C)(C)C)F